N12CCN(C(CC1)CC2)C=2C=CC1=C(S(C3=C1C=C(C=C3)O)(=O)=O)C2 3-(1,4-diazabicyclo[3.2.2]nonan-4-yl)-8-hydroxyl-dibenzo[b,d]thiophene 5,5-dioxide